C1(=CC=C(C=C1)C1CN2C(CO1)CNC2=N)C2=CC=CC=C2 6-([1,1'-biphenyl]-4-yl)hexahydro-3H-imidazo[5,1-c][1,4]oxazin-3-imine